N1CC(OCC1)C(=O)N1CCN(CC1)C1=NC=C(C=N1)C(F)(F)F morpholin-2-yl-(4-(5-(trifluoromethyl)pyrimidin-2-yl)piperazin-1-yl)methanone